CN1PN(CCC1)C 1,3-dimethylperhydro-1,3,2-diazaphosphorine